O-methyladenosine 3'-phosphate P(=O)(O)(O)O[C@H]1[C@H]([C@@H](O[C@@H]1CO)N1C=NC=2C(N)=NC=NC12)OC